(S)-2-(6-(hydroxymethyl)-5-(3-(5-(trifluoromethyl)pyridin-2-yloxy)pyrrolidin-1-yl)pyridin-2-yl)benzonitrile OCC1=C(C=CC(=N1)C1=C(C#N)C=CC=C1)N1C[C@H](CC1)OC1=NC=C(C=C1)C(F)(F)F